N-(3-bromo-4-fluorophenyl)-N'-hydroxy-1,2,5-oxadiazole-3-carboxamidine BrC=1C=C(C=CC1F)NC(=NO)C1=NON=C1